C1(CC1)C(C(C(=O)NC1=CC=C(C=C1)C=1N(C=NC1C)C)NC(OC(C)(C)C)=O)C1CC1 tert-butyl N-[1-(dicyclopropylmethyl)-2-[4-(3,5-dimethylimidazol-4-yl)anilino]-2-oxo-ethyl]carbamate